FC(C(=O)O)(F)F.CNC(=O)C1=CC2=C(N(C(=N2)C2=NC=CC=C2)[C@@H]2C[C@@H](CCC2)N)C=C1 N-methyl-2-(2-pyridyl)-1-[cis-3-aminocyclohexyl]Benzimidazole-5-carboxamide trifluoroacetate